(R)-1-(4-ethynylpyrimidin-2-yl)-3-(2-hydroxy-1-(4-(6-(pyrrolidin-1-yl)pyridin-2-yl)-phenyl)ethyl)urea C(#C)C1=NC(=NC=C1)NC(=O)N[C@@H](CO)C1=CC=C(C=C1)C1=NC(=CC=C1)N1CCCC1